4-fluoro-6-(r-(2-methoxyethyl)-[1,4'-bipiperidin]-4-yl)-1-methyl-2-(4-(methylsulfonyl)phenyl)-1H-benzo[d]imidazole FC1=CC(=CC=2N(C(=NC21)C2=CC=C(C=C2)S(=O)(=O)C)C)C2C[C@@H](N(CC2)C2CCNCC2)CCOC